C(C1=CC=CC=C1)OC1=C(C=C(C=C1)CO)[N+](=O)[O-] (4-(benzyloxy)-3-nitrophenyl)methanol